C(C1=CC=CC=C1)OC1=CC=C(C=C1)NC(C1=C(C=CC(=C1)Cl)OC)=O N-(4-(benzyloxy)phenyl)-5-chloro-2-methoxybenzamide